[Si](C)(C)(C(C)(C)C)OCC=1N=C(SC1CO)N1CCOCC1 (4-(((Tert-butyldimethylsilyl)oxy)methyl)-2-morpholinothiazol-5-yl)methanol